1H-cyclopropa[3,4]cyclopenta[1,2-c]pyrazole-3-carboxylate N1N=C(C2=C1C=C1C2=C1)C(=O)[O-]